(R)-5-((2-(3-aminopiperidin-1-yl)-1H-benzo[d]imidazol-1-yl)methyl)picolinonitrile 2,2,2-trifluoroacetate FC(C(=O)O)(F)F.N[C@H]1CN(CCC1)C1=NC2=C(N1CC=1C=CC(=NC1)C#N)C=CC=C2